NC=1N=CC(=NC1OC(C)C1=C(C(=CC=C1F)F)Cl)C=1C=C(C=CC1)C(=O)N1C[C@H](CC1)N (3-{5-amino-6-[1-(2-chloro-3,6-difluoro-phenyl)-ethoxy]-pyrazin-2-yl}-phenyl)-((S)-3-amino-pyrrolidin-1-yl)-methanone